(S)-2-((4-(4-((4-chloro-2-fluorobenzofuran-7-yl)methoxy)-5-fluoropyrimidin-2-yl)-3,6-Dihydropyridin-1(2H)-yl)methyl)-1-(oxetan-2-ylmethyl)-1H-thieno[2,3-d]imidazole-5-carboxylic acid ClC1=CC=C(C2=C1C=C(O2)F)COC2=NC(=NC=C2F)C=2CCN(CC2)CC=2N(C1=C(N2)SC(=C1)C(=O)O)C[C@H]1OCC1